FC(S(=O)(=O)O)(F)F.N[C@@H](CC1=CNC2=CC=CC=C12)C(=O)O tryptophan trifluoromethanesulfonate